2-(tert-Butoxycarbonylamino)-4-(methylthio)butanoic acid C(C)(C)(C)OC(=O)NC(C(=O)O)CCSC